CC1=CC=C(C=C1)S(=O)(=O)C=CC(=O)N 3-[(4-methylphenyl)sulfonyl]prop-2-enamide